[5-chloro-6-(2H-1,2,3-triazol-2-yl)-1H-pyrrolo[2,3-b]pyridin-3-yl][1-(pyrazolo[1,5-a]pyridin-4-yl)-5-(trifluoromethyl)-1H-pyrazol-4-yl]methanone ClC=1C=C2C(=NC1N1N=CC=N1)NC=C2C(=O)C=2C=NN(C2C(F)(F)F)C=2C=1N(C=CC2)N=CC1